4-methoxy-6-(5-(((3S,5R)-3-methyl-5-(4-methyl-1-oxo-1,3-dihydroisobenzofuran-5-yl)piperazin-1-yl)methyl)isoxazol-3-yl)nicotinonitrile COC1=CC(=NC=C1C#N)C1=NOC(=C1)CN1C[C@@H](N[C@@H](C1)C=1C(=C2COC(C2=CC1)=O)C)C